N-(5-cyano-6-(2H-1,2,3-triazol-2-yl)pyridin-3-yl)-1-(pyrazolo[1,5-a]pyrazin-4-yl)-5-(trifluoromethyl)-1H-pyrazole-4-carboxamide C(#N)C=1C=C(C=NC1N1N=CC=N1)NC(=O)C=1C=NN(C1C(F)(F)F)C=1C=2N(C=CN1)N=CC2